C(CCC)N(CCN[Si](C)(C)CC)CCCC [2-(dibutylamino)ethyl](ethyldimethylsilyl)amine